N-[3-[1-(4-benzyl-1H-imidazol-2-yl)imidazo[1,5-a]pyrazin-6-yl]-2,4-difluorophenyl]-5-fluoro-2-methoxy-pyridine-3-sulfonamide C(C1=CC=CC=C1)C=1N=C(NC1)C=1N=CN2C1C=NC(=C2)C=2C(=C(C=CC2F)NS(=O)(=O)C=2C(=NC=C(C2)F)OC)F